icosanediol C(CCCCCCCCCCCCCCCCCCC)(O)O